5-(triethoxysilyl)hexahydro-4,7-epoxyisobenzofuran-1(3H)-one C(C)O[Si](C1C2C3COC(C3C(C1)O2)=O)(OCC)OCC